2-[4-(4-aminopiperidin-1-yl)-3-(3,5-difluorophenyl)quinolin-6-yl]phenol NC1CCN(CC1)C1=C(C=NC2=CC=C(C=C12)C1=C(C=CC=C1)O)C1=CC(=CC(=C1)F)F